tert-butyl 4-[6-(ethylcarbamoyl)-2-methyl-3-pyridyl]piperazine-1-carboxylate C(C)NC(=O)C1=CC=C(C(=N1)C)N1CCN(CC1)C(=O)OC(C)(C)C